5-isopropylcyclohexane-1,3-dione C(C)(C)C1CC(CC(C1)=O)=O